2-(2,6-dioxopiperidin-3-yl)-4-((piperidin-4-ylmethyl)amino)isoindoline-1,3-dione O=C1NC(CCC1N1C(C2=CC=CC(=C2C1=O)NCC1CCNCC1)=O)=O